Oct-2-yl((1s,3s)-3-hydroxy-3-methylcyclobutyl)methanone CC(CCCCCC)C(=O)C1CC(C1)(C)O